CC=1N=CC2=C(N1)N(C(C(=C2)C2CN(CCC2)C)=O)C 2,8-dimethyl-6-(1-methylpiperidin-3-yl)pyrido[2,3-d]pyrimidin-7(8H)-one